4-[(1S,4R,5R)-5-[[4-cyclopropyl-1-(2,6-dichlorophenyl)-1H-pyrazol-5-yl]methoxy]-3-oxo-2-azabicyclo[2.2.1]heptan-2-yl]-3-fluorobenzoic acid C1(CC1)C=1C=NN(C1CO[C@H]1[C@@H]2C(N([C@H](C1)C2)C2=C(C=C(C(=O)O)C=C2)F)=O)C2=C(C=CC=C2Cl)Cl